CON1N=C2C(=CC(=CC2=C1)C1=CN(C(C=C1)=O)C)C(=O)O methoxy-5-(1-methyl-6-oxo-1,6-dihydropyridin-3-yl)-2H-indazole-7-carboxylic acid